Ethyl 2-[8-bromo-4-chloro-5-(2,2,2-trifluoroethyl)pyrimido[5,4-b]indol-2-yl]acetate BrC1=CC=2C3=C(N(C2C=C1)CC(F)(F)F)C(=NC(=N3)CC(=O)OCC)Cl